C(CC(O)(C(=O)OCC=C)CC(=O)OCC=C)(=O)OCC=C.[Li] lithium triallyl citrate